3-((5-(2,3-dimethyl-3H-imidazo[4,5-b]pyridin-5-yl)pyrrolo[2,1-f][1,2,4]triazin-2-yl)amino)-1-methylcyclobutane-1-ol CC1=NC=2C(=NC(=CC2)C=2C=CN3N=C(N=CC32)NC3CC(C3)(O)C)N1C